N1CCCCC1 racemic-cis-piperidine